N1(CCNCC1)C1=NC=CC(=C1)C1=CC=C(C=C1)S(=O)(=O)N 4-(2-piperazin-1-yl-pyridin-4-yl)-benzenesulfonamide